COC1=CC=C(C=C1)C=1SC2=C(N1)C=CC=C2 2-(4-Methoxyphenyl)benzothiazole